C(C)(C)(C)C=1N=C(C2=C(N1)C(=CC(=N2)C2=CCC(CC2)N2CCOCC2)C(=O)N)N[C@@H]2CNCCC2 tert-butyl-6-(4-morpholino-cyclohex-1-en-1-yl)-4-(((S)-piperidin-3-yl)amino)pyrido[3,2-d]pyrimidine-8-carboxamide